COC(C[C@@H]1CN(CCC1)C([C@@H](C)OC1=CC=C2C(=CC(OC2=C1)=O)C1=C(C=C(C=C1)F)Cl)=O)=O 2-[(3R)-1-[(2R)-2-[4-(2-chloro-4-fluoro-phenyl)-2-oxo-chromen-7-yl]oxypropionyl]-3-piperidinyl]acetic acid methyl ester